C/C(/C(=O)OC)=C\B1OC(C(O1)(C)C)(C)C methyl (E)-2-methyl-3-(4,4,5,5-tetramethyl-1,3,2-dioxaborolan-2-yl)acrylate